FC=1C(=CC=2C3=C(C(=NC2C1)OCC1N(CCC1)C)C=NC(=N3)N3CCNCC3)N3CCCC3 8-Fluoro-9-(pyrrolidin-1-yl)-5-((1-methylpyrrolidin-2-yl)methoxy)-2-(piperazin-1-yl)pyrimido[5,4-c]quinoline